[C@H]12COC[C@H](CC1)N2 (1R,5S)-3-oxa-8-azabicyclo[3.2.1]octan